N1-(2-(pyridin-4-yl)pyrido[3,4-d]pyrimidin-4-yl)ethane-1,2-diamine N1=CC=C(C=C1)C=1N=C(C2=C(N1)C=NC=C2)NCCN